C(=O)O.C(#N)C1=C(C(=O)OC)C(=CC(=C1)N1CC(C1)N1CCNCC1)OC methyl 2-cyano-6-methoxy-4-(3-piperazin-1-ylazetidin-1-yl)benzoate formic acid salt